phenyl-di(phenoxy)phosphine C1(=CC=CC=C1)P(OC1=CC=CC=C1)OC1=CC=CC=C1